CN1N=CC(=C1)C1=CC=C(S1)CCC=1C(=C(C(=O)N)C=CC1)C(F)(F)F (2-(5-(1-methyl-1H-pyrazol-4-yl)thiophen-2-yl)ethyl)-2-(trifluoromethyl)benzamide